C(C1=CC=NC=C1)N[C@@H]([C@@H](C)CC)C(=O)O isonicotinyl-isoleucine